C(C)(C)OC(C(C(=O)OC(C)C)(CC)COS(=O)(=O)ON1[C@@H]2CC[C@H](N(C1=O)C2)C(N)=O)=O.C(C)(C)C(CC(C)C)=NC(C)=O N-(isopropyl-2-isopropyl-ethyl-1-yl)acetamide diisopropyl-2-((((((2S,5R)-2-carbamoyl-7-oxo-1,6-diazabicyclo[3.2.1]octane-6-yl)oxy)sulfonyl)oxy)methyl)-2-ethylmalonate